C(C)C1(C(=O)OCCCC1)CC diethyl-ε-caprolactone